N,N-diethyl-1,1,1-trifluoromethanesulfonamide C(C)N(S(=O)(=O)C(F)(F)F)CC